C(C)OC(CC1=NC=C(C=C1C(=O)O)F)=O 2-(2-ethoxy-2-oxoethyl)-5-fluoropyridine-3-carboxylic acid